N-(bis(3-(tributylsilyl)phenyl)phosphaneyl)-N-isopropyl-1-(3-(tributylsilyl)phenyl)-1-(2-(trifluoromethoxy)phenyl)phosphanamine C(CCC)[Si](C=1C=C(C=CC1)P(N(P(C1=C(C=CC=C1)OC(F)(F)F)C1=CC(=CC=C1)[Si](CCCC)(CCCC)CCCC)C(C)C)C1=CC(=CC=C1)[Si](CCCC)(CCCC)CCCC)(CCCC)CCCC